methyl (S)-5-(10-ethyl-11-oxo-1,2,4,4a,5,6,11,14-octahydro-3H,12H-pyrazino[1',2':5,6][1,5]oxazocino[2,3-g]quinoxalin-3-yl)picolinate C(C)C=1C(NC2=CC3=C(C=C2N1)OCC[C@@H]1N(C3)CCN(C1)C=1C=CC(=NC1)C(=O)OC)=O